CN1C(=NC2=C(C=C(C=C2C1=O)C)\C(\C)=N/[S@](=O)C(C)(C)C)C1=CC=NN1C (R,Z)-N-(1-(3,6-dimethyl-2-(1-methyl-1H-pyrazol-5-yl)-4-oxo-3,4-dihydroquinazolin-8-yl)ethylidene)-2-methylpropane-2-sulfinamide